C(C)(C)(C)OC(=O)N1CCC(CC1)C=1C=C2C(=C(N(C2=CC1)C(=O)OC(C)(C)C)C1=C2C(=NC=C1C)N(C=C2)[Si](C(C)C)(C(C)C)C(C)C)CC tert-Butyl 5-(1-(tert-butoxycarbonyl)piperidin-4-yl)-3-ethyl-2-(5-methyl-1-(triisopropylsilyl)-1H-pyrrolo[2,3-b]pyridin-4-yl)-1H-indole-1-carboxylate